(2R,3R,4S,5R)-tetrahydro-2H-pyran O1CCCCC1